3-((tert-butyldimethylsilyl)oxy)-1-methylcyclobutyl acetate C(C)(=O)OC1(CC(C1)O[Si](C)(C)C(C)(C)C)C